tert-Butyl ((6-(2,4-difluorophenoxy)pyridin-3-yl)methyl)carbamate FC1=C(OC2=CC=C(C=N2)CNC(OC(C)(C)C)=O)C=CC(=C1)F